O.OC(C(N1C=NC=C1)P(=O)(O)O)P(O)(O)=O (1-Hydroxy-2-imidazol-1-yl-phosphonoethyl)phosphonic acid monohydrate